NC1=NC2=C(C=3N1N=C(N3)C=3OC=CC3)SC(N2CCN2CCN(CC2)C2=C(C=C(C(=C2)OCC2NCCOC2)F)F)=O 5-amino-3-(2-(4-(2,4-difluoro-5-(morpholin-3-ylmethoxy)phenyl)piperazin-1-yl)ethyl)-8-(furan-2-yl)thiazolo[5,4-e][1,2,4]triazolo[1,5-c]pyrimidin-2(3H)-one